BrC1=CC=C(C=C1)N1CC2(C1)CCN(CC2)C(=O)OC(C)(C)C tert-butyl 2-(4-bromophenyl)-2,7-diazaspiro[3.5]nonane-7-carboxylate